C(C)(C)(C)C=1C(=CC(=C(C1)C(C)(CCSCCCCCCCCCCCC)C1=C(C=C(C(=C1)C(C)(C)C)O)C)C)O 2,2-bis(5-tert-butyl-4-hydroxy-2-methyl-phenyl)-4-n-dodecylmercaptobutane